ClC1=CC=C(C=C1)[C@@]1(N(C(C2=CC(=CC=C12)C(C)(C)O)=O)CC1=CC=C(C=C1)Cl)OCC(CO)(F)F (3R)-3-(4-chlorophenyl)-2-[(4-chlorophenyl)methyl]-3-(2,2-difluoro-3-hydroxypropoxy)-6-(2-hydroxyprop-2-yl)-2,3-dihydro-1H-isoindol-1-one